methyl indoline-5-carboxylate N1CCC2=CC(=CC=C12)C(=O)OC